(S)-N-(5-(5-(1-acryloylpiperidin-3-yl)-1,2,4-oxadiazol-3-yl)pyridin-2-yl)-6-(4-chloro-1H-pyrazol-5-yl)picolinamide C(C=C)(=O)N1C[C@H](CCC1)C1=NC(=NO1)C=1C=CC(=NC1)NC(C1=NC(=CC=C1)C1=C(C=NN1)Cl)=O